3-(2-((2r,3r)-3-aminotetrahydro-2H-pyran-2-yl)-5-chloro-7-((thiophen-2-ylmethyl)amino)thieno[3,2-b]pyridin-3-yl)prop-2-yn-1-ol trifluoroacetate FC(C(=O)O)(F)F.N[C@H]1[C@@H](OCCC1)C1=C(C2=NC(=CC(=C2S1)NCC=1SC=CC1)Cl)C#CCO